5-fluoro-1-(2-(4-(4-methylpiperazin-1-yl)piperidin-1-yl)ethyl)-2-indolone FC=1C=C2CC(N(C2=CC1)CCN1CCC(CC1)N1CCN(CC1)C)=O